CSC1=CC=C(C=C1)C(N1CCN(CC1)CC1=C(C#N)C=CC(=C1)N(C)CCN(C)C)C1=CC=C(C=C1)SC 2-({4-(bis(4-(methylthio)phenyl)methyl)piperazin-1-yl}methyl)-4-{[2-(dimethylamino)ethyl](methyl)amino}benzonitrile